2-Amino-3-(ethoxycarbonyl)-6-phenyl-4,5,6,7-tetrahydrobenzo[b]thiophen NC1=C(C2=C(S1)CC(CC2)C2=CC=CC=C2)C(=O)OCC